4-(prop-1-en-2-yl)-1,1'-biphenyl C=C(C)C1=CC=C(C=C1)C1=CC=CC=C1